8-(3-Chloro-2-fluorophenyl)-9-(4-((1-(3-fluoropropyl)azetidin-3-yl)methyl)phenyl)-6,7-dihydro-5H-benzo[7]annulen ClC=1C(=C(C=CC1)C=1CCCC2=C(C1C1=CC=C(C=C1)CC1CN(C1)CCCF)C=CC=C2)F